FC=1C=2N(C=C(C1)NC(=O)C1=CC=C(C3=CN(N=C13)CCOC)N1CCN(CC1)C(=O)OC(C)(C)C)C=C(N2)C tert-butyl 4-[7-({8-fluoro-2-methylimidazo[1,2-a]pyridin-6-yl}carbamoyl)-2-(2-methoxyethyl)indazol-4-yl]piperazine-1-carboxylate